methyl 4-{[3-(4-{[(3R,4S)-1-(carbamoylmethyl)-3-fluoropiperidin-4-yl]amino}-1-(2,2,2-trifluoroethyl)-1H-indol-2-yl)prop-2-yn-1-yl]amino}-3-methoxybenzoate C(N)(=O)CN1C[C@H]([C@H](CC1)NC1=C2C=C(N(C2=CC=C1)CC(F)(F)F)C#CCNC1=C(C=C(C(=O)OC)C=C1)OC)F